CO[Si](C(C)CCC(CCC)[Si](OC)(OC)OC)(OC)OC 2,5-bis(trimethoxysilyl)octane